BrC=1C2=C(C3=C(N=C(N=C3C1F)N1CC(C1)(C)N(C)C)NCC=1N=NC=CC1)COC2 6-Bromo-3-(3-(dimeth-ylamino)-3-methylazetidin-1-yl)-5-fluoro-N-(pyridazin-3-ylmethyl)-7,9-dihydrofuro[3,4-f]-quinazolin-1-amine